Cl.Cl.ClC1=CNC2=NC=C(C=C21)CNC([C@H](C)NC(=O)[C@@H]2NC[C@H](C2)CC=2SC(=CC2)Cl)=O (2R,4R)-N-((S)-1-(((3-chloro-1H-pyrrolo[2,3-b]pyridin-5-yl)methyl)amino)-1-oxoprop-2-yl)-4-((5-chlorothien-2-yl)methyl)pyrrolidine-2-carboxamide dihydrochloride